CN(CCCNC(=O)C=1C=C(C=C(C(=O)NCCCN(CCCCCCCCC(=O)OC(CC)CCCCC)CCCCCCCCC(=O)OC(CC)CCCCC)C1)C(=O)NCCCN(CCCCCCCCC(=O)OC(CC)CCCCC)CCCCCCCCC(=O)OC(CC)CCCCC)C tetra(octan-3-yl) 9,9',9'',9'''-((((5-((3-(dimethylamino)propyl)carbamoyl)isophthaloyl)bis(azanediyl))bis(propane-3,1-diyl))bis(azanetriyl))tetranonanoate